N'-((2-hydroxynaphthalen-1-yl)methylene)-2-(4-methoxyphenyl)acetohydrazide OC1=C(C2=CC=CC=C2C=C1)C=NNC(CC1=CC=C(C=C1)OC)=O